ClC=1C=C(C=C(C1O)C(C(C)C)=O)NC(OC(C)(C)C)=O tert-butyl N-[3-chloro-4-hydroxy-5-(2-methylpropanoyl)phenyl]carbamate